C12(CC3CC(CC(C1)C3)C2)C=2NC=C[N+]2C 1-adamantyl-3-methylimidazolium